2-(2,5-Dimethylphenoxy)-2-methyl-1-(4-((4-(trifluoromethoxy)phenyl)sulfonyl)piperazin-1-yl)propan-1-one CC1=C(OC(C(=O)N2CCN(CC2)S(=O)(=O)C2=CC=C(C=C2)OC(F)(F)F)(C)C)C=C(C=C1)C